ClC1=C(C=CC=C1)CN1C(CCC1=O)C(C(C#N)=S1CCCC1)=O 3-{1-[(2-chlorophenyl)methyl]-5-oxopyrrolidin-2-yl}-3-oxo-2-(1λ4-thiolan-1-ylidene)propanenitrile